NC1=C(C=C(C=N1)C=1C=C2N(N1)CC[C@]21CN(CC1)C(=O)NC1(CCC1)C=1C=NC=CC1)OC(F)(F)F |r| (rac)-2'-[6-amino-5-(trifluoromethoxy)pyridin-3-yl]-N-[1-(pyridin-3-yl)cyclobutyl]-5',6'-dihydrospiro[pyrrolidine-3,4'-pyrrolo[1,2-b]pyrazole]-1-carboxamide